C(C)(C)(C)OC(NC1=CC(=CC=C1)OC1=C(C=C(C=C1)[N+](=O)[O-])Cl)=O (3-(2-chloro-4-nitrophenoxy)phenyl)carbamic acid tert-butyl ester